CC=1C(=C2C=CNC2=C(C1)C)CN1C(C2CC2C1)C1=CC=C(C(=O)O)C=C1 4-(3-((5,7-dimethyl-1H-indol-4-yl)methyl)-3-azabicyclo[3.1.0]hexan-2-yl)benzoic acid